ClC=1C(N(C(=CC1OC1CCC=2C1=NC=C(C2)F)C)C2=C(C(=NC=C2C)C2=NC(=NC=C2)C(C)(C)O)F)=O 3-chloro-3'-fluoro-4-((3-fluoro-6,7-dihydro-5H-cyclopenta[b]pyridin-7-yl)oxy)-2'-(2-(2-hydroxypropan-2-yl)pyrimidin-4-yl)-5',6-dimethyl-2H-[1,4'-bipyridin]-2-one